1-(2-Hydroxy-6-methoxy-4-methylsulfanylphenyl)-3-(4-methoxyphenyl)prop-2-en-1-one OC1=C(C(=CC(=C1)SC)OC)C(C=CC1=CC=C(C=C1)OC)=O